CC(=CC1=CC=2C=CC=3OC4=C(C3C2C=C1)C1=CC=C(C=C1C=C4)C=C(C)C)C 3,11-bis(2-methylpropenyl)dinaphtho[2,1-b:1',2'-d]furan